COC(C1=CC(=CC(=C1)Br)Br)=O.C(#CCCCC)C=1C=C(C(=O)OC)C=C(C1)C#CCCCC methyl 3,5-bis(hex-1-yn-1-yl)benzoate Methyl-3,5-dibromobenzoate